((5-((benzyloxy)methyl)-2-oxabicyclo[3.1.0]hexan-4-yl)oxy)(tert-butyl)diphenylsilane C(C1=CC=CC=C1)OCC12C(COC2C1)O[Si](C1=CC=CC=C1)(C1=CC=CC=C1)C(C)(C)C